C(C)(=O)OCC=1N=C2C(=NC1N1CC3C(C3CC1)(C1=NOC(=C1)C)CNC(=O)OC(C)(C)C)N(N=C2I)C2OCCCC2 (6-(7-(((tert-butoxycarbonyl)amino)methyl)-7-(5-methylisoxazol-3-yl)-3-azabicyclo[4.1.0]heptan-3-yl)-3-iodo-1-(tetrahydro-2H-pyran-2-yl)-1H-pyrazolo[3,4-b]pyrazin-5-yl)methyl acetate